Silanolat [SiH3][O-]